tert-Butyl 2-(2-(cyclopropanesulfonamido) pyrimidin-4-yl)-3-((4-(6-ethoxypyrazin-2-yl) phenyl)(4-methoxybenzyl)amino)-3-oxopropanoate C1(CC1)S(=O)(=O)NC1=NC=CC(=N1)C(C(=O)OC(C)(C)C)C(=O)N(CC1=CC=C(C=C1)OC)C1=CC=C(C=C1)C1=NC(=CN=C1)OCC